(S)-2-((4-(6-(Cyclohexyl(methyl)amino)pyrimidine-4-carbonyl)piperazin-1-yl)methyl)-1-(oxetan-2-ylmethyl)-1H-benzo[d]imidazole-6-carboxylic acid C1(CCCCC1)N(C1=CC(=NC=N1)C(=O)N1CCN(CC1)CC1=NC2=C(N1C[C@H]1OCC1)C=C(C=C2)C(=O)O)C